C(C)(C)(C)OC(=O)N1CC2=C(CC1)N(C=N2)C([2H])([2H])[2H] (methyl-d3)-1,4,6,7-tetrahydro-5H-imidazo[4,5-c]pyridine-5-carboxylic acid tert-butyl ester